C1(=CC=CC=C1)C1(CC1)NC(=O)C=1C=2C[C@@H]3[C@H](C2N(N1)C1=NC=C(C=C1)C(F)(F)F)C3 (1aR,5aR)-2-(5-Trifluoromethyl-pyridin-2-yl)-1a,2,5,5a-tetrahydro-1H-2,3-diaza-cyclopropa[a]pentalene-4-carboxylic acid (1-phenylcyclopropyl)-amide